(2S)-N-{4-[3-ethyl-5-({([2S]-1-(phenylacetyl)pyrrolidin-2-yl)carbonyl}amino)-1H-indol-2-yl]phenyl}-1-(phenylacetyl)pyrrolidine-2-carboxamide C(C)C1=C(NC2=CC=C(C=C12)NC(=O)[C@H]1N(CCC1)C(CC1=CC=CC=C1)=O)C1=CC=C(C=C1)NC(=O)[C@H]1N(CCC1)C(CC1=CC=CC=C1)=O